(Z)-2-butenoic acid C(\C=C/C)(=O)O